N[C@H]1[C@@H]2N(C[C@H]1CC2)C(=O)C2=CC1=C(N(C(=N1)C1=CC=3C(=NC(=CC3)C=3C=C(C=CC3F)O)N1CC1CC1)C)C(=C2)OC 3-(2-{5-[(1R,4R,7R)-7-amino-2-azabicyclo[2.2.1]heptane-2-carbonyl]-7-methoxy-1-methyl-1H-1,3-benzodiazol-2-yl}-1-(cyclopropylmethyl)-1H-pyrrolo[2,3-b]pyridin-6-yl)-4-fluorophenol